CSC1=NN=C(S1)C1=C(C=CC2=NOC(=C21)C(=O)N)S(=O)(=O)C2=CC=CC=C2 (5-(Methylthio)-1,3,4-thiadiazol-2-yl)-5-(phenylsulfonyl)benzo[c]isoxazole-3-carboxamide